[Br-].C(CCCCCCC)C1=NC=CC=C1 n-octyl-pyridine bromide salt